[C@@H](C)(CC)NC1=NC(=CC(=C1)N1[C@@H]([C@H](C1)CS(=O)(=O)C)C)N1N=CC=2C(=NC(=CC21)C=2C=NC=CC2OC)C N-((R)-sec-butyl)-6-(6-(4-methoxypyridin-3-yl)-4-methyl-1H-pyrazolo[4,3-c]pyridin-1-yl)-4-((2R,3S)-2-methyl-3-((methylsulfonyl)methyl)azetidin-1-yl)pyridin-2-amine